(4-(4-fluoro-2-(trifluoromethyl)phenyl)piperidin-1-yl)(4,5,6,7-tetrahydro-1H-pyrazolo[4,3-c]pyridin-3-yl)methanone FC1=CC(=C(C=C1)C1CCN(CC1)C(=O)C1=NNC2=C1CNCC2)C(F)(F)F